5-propyl-2H-furane C(CC)C1=CCCO1